ClC=1C=CC2=C(CC3(CC=4N2C(=NN4)C4CCC(CC4)(C)OC)OCCO3)C1 8'-Chloro-1'-(trans-4-methoxy-4-methylcyclohexyl)-4'H,6'H-spiro[1,3-dioxolan-2,5'-[1,2,4]triazolo[4,3-a][1]benzazepin]